trimethoxysilane isocyanate [N-]=C=O.CO[SiH](OC)OC